C(#N)COC=1C=C2C(=NN(C2=CC1)C1=CC=C(C=C1)C(F)(F)F)CNS(=O)(=O)C N-[[5-(cyanomethoxy)-1-[4-(trifluoromethyl)phenyl]indazol-3-yl]methyl]methanesulfonamide